COC=1C=C(CNC2=CC(=NC=C2)COCCOCCN2CCOCC2)C=CC1 N-(3-methoxybenzyl)-2-((2-(2-morpholinoethoxy)ethoxy)methyl)pyridin-4-amine